C(C1=C(C(=CC=C1)CC1=C(C=CC=C1)N=C=O)N=C=O)C1=C(C(=CC=C1)CC1=C(C=CC=C1)N=C=O)N=C=O 2,2'-Methylene-bis[6-(o-isocyanatobenzyl)phenyl]diisocyanate